C(C)NC(=C(NCC)NCC)[SiH3] tri(ethylamino)vinylsilane